C(C1=CC=CC=C1)OC1=C(C(=O)N2CC3=CC=C(C=C3C2)C(=O)O)C(=CC(=C1C)O)O 2-(2-(benzyloxy)-4,6-dihydroxy-3-methylbenzoyl)isoindolin-5-carboxylic acid